ClC1=C(C=CC=C1Cl)N1C[C@H](N(CC1)CC[C@@H]1CC[C@H](CC1)NC(OC(C)(C)C)=O)C tert-butyl (trans-4-(2-((R)-4-(2,3-dichlorophenyl)-2-methylpiperazin-1-yl)-ethyl)cyclohexyl)carbamate